C(C)[C@@]1([C@@H](C1)C(=O)ON1C(CCC1=O)=O)C1=CC=CC=C1 2,5-dioxopyrrolidin-1-yl (1R,2R)-2-ethyl-2-phenylcyclopropane-1-carboxylate